ClC=1C=C2C(=NC(=NC2=C(C1C1=CC(=CC2=CC=CC=C12)O)F)OC[C@H]1N(CCC1)C)N1C2CNCCC1CC2 4-(6-chloro-4-{3,9-diazabicyclo[4.2.1]nonan-9-yl}-8-fluoro-2-{[(2S)-1-methylpyrrolidin-2-yl]methoxy}quinazolin-7-yl)naphthalen-2-ol